C1(CC1)C1=CC=NC=C1C(=O)[O-] 4-cyclopropylnicotinate